ClC1=C(C=C(C=C1)F)C1(NC(C2=C3CN(C(C3=CC(=C21)NCC2=C(C=C(C=C2)OC)OC)=O)C)=O)O 3-(2-chloro-5-fluorophenyl)-4-{[(2,4-dimethoxyphenyl)methyl]amino}-3-hydroxy-7-methyl-1,2,3,6,7,8-hexahydropyrrolo[4,3-e]isoindole-1,6-dione